C(C)N1C[C@@H](CC[C@@H]1CCC)OC=1C=C2CN(C(C2=CC1)=O)C1C(NC(CC1)=O)=O 3-(5-(((3R,6S)-1-ethyl-6-propylpiperidin-3-yl)oxy)-1-oxoisoindolin-2-yl)piperidine-2,6-dione